C(CCCC)OC(C)COC(C)COC(C)CO tripropylene glycol monoamyl ether